O=C1C=CN(C2=CC=CC=C12)N(N=CC1=CC=C(C=C1)C(F)(F)F)C(C)=O (4-oxo-4H-quinolin-1-yl)-acetyl-(4-trifluoromethyl-benzylidene)hydrazine